cobalt-chromium-platinum-palladium-iridium [Ir].[Pd].[Pt].[Cr].[Co]